C1(=C(C(=C(C(=C1[2H])[2H])[2H])[2H])[2H])C1=C(C(=CC=C1)C1=C(C(=C(C(=C1[2H])[2H])[2H])[2H])[2H])NC1=C(C=CC=C1)NC=1C=C(OC2=CC=CC(=N2)N2C(NC3=C2C=CC=C3)=O)C=CC1 1-(6-(3-((2-(([1,1':3',1''-Terphenyl]-2'-yl-2,2'',3,3'',4,4'',5,5'',6,6''-d10)amino)phenyl)amino)phenoxy)pyridin-2-yl)-1,3-dihydro-2H-benzo[d]imidazol-2-one